CNCC(=O)NC1=CC(=CC=C1)OC.Cl N-(3-methoxyphenyl)-2-(methylamino)acetamide hydrochloride